O1COC2=C1C=CC(=C2)C2=NOC(=N2)CSC2=NC=CC=C2O 2-({[3-(2H-1,3-benzodioxol-5-yl)-1,2,4-oxadiazol-5-yl]methyl}sulfanyl)pyridin-3-ol